thiacyclohexane-1,1-dione S1(CCCCC1)(=O)=O